C(C)(C)(C)C(C(=O)NC1=CC=C(C=C1)C1=NC=NC2=CC(=C(C=C12)OC)O)C1=CC=C(C=C1)C(F)(F)F tert-butyl-N-(4-(7-hydroxy-6-methoxyquinazolin-4-yl)phenyl)-2-(4-(trifluoromethyl)phenyl)acetamide